C(C)(C)(C)OC(=O)N1C=CC2=C(C(=CC(=C12)C)C)O[C@H]1[C@@H](CN(CC1)C(=O)OC(C)(C)C)C1=CC=C(C=C1)C(=O)OC.C1=C(C=CC2=CC=CC=C12)CC(=O)NN (naphthalen-2-yl)acethydrazide tert-butyl-4-(((3R,4R)-1-(tert-butoxycarbonyl)-3-(4-(methoxycarbonyl)phenyl)piperidin-4-yl)oxy)-5,7-dimethyl-1H-indole-1-carboxylate